ClC=1C=C(C=CC1F)N(C(=O)C1CC=NN1C1=NC(=CC(=C1)C(F)(F)F)C)C N-(3-chloro-4-fluorophenyl)-N-methyl-1-(6-methyl-4-trifluoromethylpyridin-2-yl)-4,5-dihydro-1H-pyrazole-5-carboxamide